CC1=CC=C(C=C1)S(=O)(=O)O.CNC1(CC=NC=C1)NC 4,4-dimethylaminopyridine p-toluenesulfonate